(5-((2S,4S)-1-((R)-2-(2-naphthamido)-3-cyclohexylpropanoyl)-4-(4-(2-hydroxypropan-2-yl)-1H-1,2,3-triazol-1-yl)pyrrolidine-2-carboxamido)-7-amino-6,7-dioxoheptyl)carbamate C1=C(C=CC2=CC=CC=C12)C(=O)N[C@@H](C(=O)N1[C@@H](C[C@@H](C1)N1N=NC(=C1)C(C)(C)O)C(=O)NC(CCCCNC([O-])=O)C(C(=O)N)=O)CC1CCCCC1